N1NC(C2=CC=CC=C12)=O 1,2-Dihydro-3H-indazol-3-one